CNC=1N=C(C2=C(N1)NC=C2)C=CC=2C=NC=C(C2)OCCOC2OCCCC2 N-methyl-4-(2-(5-(2-((tetrahydro-2H-pyran-2-yl)oxy)ethoxy)pyridin-3-yl)vinyl)-7H-pyrrolo[2,3-d]pyrimidin-2-amine